1,3,5-Triallylbenzol C(C=C)C1=CC(=CC(=C1)CC=C)CC=C